1-(4-(6-methyl-7-(5-methyl-1H-indazol-4-yl)-2-(((S)-1-methylpyrrolidin-2-yl)methoxy)-5,6,7,8-tetrahydroquinazolin-4-yl)piperazin-1-yl)prop-2-en-1-one CC1CC=2C(=NC(=NC2CC1C1=C2C=NNC2=CC=C1C)OC[C@H]1N(CCC1)C)N1CCN(CC1)C(C=C)=O